(Methacryloxy)propyl-trimethoxysilicon C(C(=C)C)(=O)OCCC[Si](OC)(OC)OC